CN1C(=NN=C1C1=NC=NC=C1)CNC=1C=C(C(=O)N[C@@H](C)C=2C=C(OCCCCCCOCCOCCOCCCC(=O)O)C=CC2)C=CC1 (S)-4-(2-(2-(6-(3-(1-(3-((4-methyl-5-(pyrimidin-4-yl)-4H-1,2,4-triazol-3-yl)methylamino)benzamido)ethyl)phenoxy)hexyloxy)ethoxy)ethoxy)butanoic acid